1-(3,3-difluoro-2-(m-tolyl)allyl)hydrazine-1-carboxylic acid tert-butyl ester C(C)(C)(C)OC(=O)N(N)CC(=C(F)F)C=1C=C(C=CC1)C